C(C)(C)(CC)O[Si](O[Si](C)(C)C)(C)C 1-tert-pentoxy-1,1,3,3,3-pentamethyldisiloxane